ClC1=CC=C(C=C1)[C@]12[C@H](C(N(C1=O)C1=CC=CC=C1)=O)CN[C@@H]2C2=CC=CC=C2 (1R,3R,3aS,6aS)-3a-(4-chlorophenyl)-4,6-dioxo-3,5-diphenyl-octahydropyrrolo[3,4-c]pyrrole